FC=1C(=C2C=C(NC2=CC1F)C(=O)OCC)C1=CC=C(C=C1)C(NCC1=CC(=CC=C1)C(F)(F)F)=O ethyl 5,6-difluoro-4-(4-((3-(trifluoromethyl)benzyl)carbamoyl)phenyl)-1H-indole-2-carboxylate